tert-butyl 2-allyl-4-oxo-3,4-dihydropyridine-1(2H)-carboxylate C(C=C)C1N(C=CC(C1)=O)C(=O)OC(C)(C)C